C(=O)(O)CC1=CNC=C1C 3-carboxymethyl-4-methyl-pyrrole